rac-ethyl (4s,5r)-3-(4-(difluoromethyl)-3-fluoro-2-methoxyphenyl)-4,5-dimethyl-5-(trifluoromethyl)-4,5-dihydrofuran-2-carboxylate FC(C1=C(C(=C(C=C1)C1=C(O[C@]([C@H]1C)(C(F)(F)F)C)C(=O)OCC)OC)F)F |r|